C(C)(C)(C)N(C(O)=O)C1=NC=C(C=C1)B1OC(C(O1)(C)C)(C)C.C(C1=CC=CC=C1)OC=1C=C(CC=2C(NC(NC2)=O)=O)C=CC1 5-(3-benzyloxybenzyl)uracil tert-butyl-N-[5-(4,4,5,5-tetramethyl-1,3,2-dioxaborolan-2-yl)-2-pyridyl]carbamate